1-ethyl-4-fluoro-5-(1H-imidazol-4-yl)-3-methyl-1H-pyrazole C(C)N1N=C(C(=C1C=1N=CNC1)F)C